6'-Chloro-4'-(((1s,4s)-4-hydroxy-4-methylcyclohexyl)amino)-[2,3'-bipyridine]-5-carbonitrile ClC1=CC(=C(C=N1)C1=NC=C(C=C1)C#N)NC1CCC(CC1)(C)O